3,9-dihydroxy-8-((4-(3-propionylphenyl)-3,6-dihydropyridin-1(2H)-yl)methyl)benzo[5,6]oxazepin OC1=NOC2=C(C=C1)C=CC(=C2O)CN2CCC(=CC2)C2=CC(=CC=C2)C(CC)=O